3-(4-((1S,4s)-4-(4-amino-3-(4-phenoxyphenyl)-1H-pyrazolo[3,4-d]pyrimidin-1-yl)cyclohexyl)piperazin-1-yl)azetidine-1-carboxylic acid tert-butyl ester C(C)(C)(C)OC(=O)N1CC(C1)N1CCN(CC1)C1CCC(CC1)N1N=C(C=2C1=NC=NC2N)C2=CC=C(C=C2)OC2=CC=CC=C2